o-methyl-cinnamic acid CC1=C(C=CC(=O)O)C=CC=C1